O=C[C@H](O)[C@@H](O)[C@@H](O)[C@H](O)C(=O)O D-galactouronic acid